O=C1C(=C2C=CC=CC2=C2C(C(=C3C=CC=CC3=C21)OC(CCCCCC)=O)=O)OC(CCCCCC)=O 5,11-dioxo-6,12-bis(n-heptoyloxy)naphthonaphthalene